tert-butyl-rel-(2R,3S)-3-[(3-methoxy-3-oxopropoxy)methyl]-3-nitro-2-({[(CIS)-4-phenylcyclohexyl]oxy} methyl)piperidine-1-carboxylate C(C)(C)(C)OC(=O)N1[C@H]([C@](CCC1)([N+](=O)[O-])COCCC(=O)OC)CO[C@@H]1CC[C@@H](CC1)C1=CC=CC=C1 |o1:8,9|